butoxyethylene glycol C(CCC)OC(CO)O